ClC1=C(C=CC=C1)[C@H]1N(CCCCC1)C=1C(=NC=CN1)C(=O)N[C@H](C)\C=C\S(=O)(=O)C ((S)-2-(2-Chlorophenyl)azepan-1-yl)-N-((R,E)-4-(methylsulfonyl)but-3-en-2-yl)pyrazine-2-carboxamide